ClCCN(C1=CC=C(C(=O)O)C=C1)CCCl 4-[bis(2-chloroethyl)amino]benzoic acid